p-xylene bis(n-butyl xanthate) C(CCC)OC(=S)S.C(CCC)OC(=S)S.C1(=CC=C(C=C1)C)C